(S)-((3-hydroxytetrahydrofuran-3-yl)methyl)carbamate O[C@]1(COCC1)CNC([O-])=O